C[C@H]1[C@H]([C@H]([C@@H]([C@@H](O1)O[C@@H]2[C@H]([C@@H](O[C@@H]([C@H]2O[C@H]3[C@@H]([C@H]([C@H]([C@H](O3)CO)O)O[C@@H]4[C@@H]([C@H]([C@H]([C@H](O4)CO)O)O)O)O[C@H]5[C@H]([C@@H]([C@@H]([C@@H](O5)C)O)O)O)CO)O)NC(=O)C)O)O)O The molecule is a branched pentasaccharide derivative consisting of an alpha-D-galactosyl-(1->3)-beta-D-galactosyl-(1->4)-N-acetyl-beta-D-glucosamine trisaccharide backbone onto which are linked two alpha-alpha-L-fucosyl residues, one (1->2) onto the central galactose residue and the other (1->3) onto the N-acetylglucosamine residue at the reducing end. It has a role as an epitope. It is an amino pentasaccharide and a glucosamine oligosaccharide.